COC(CC1=CC(=NC=C1)N)=O 2-(2-aminopyridin-4-yl)acetic acid methyl ester